1-Nonyl-3-propylpyrrolidinium cyanid [C-]#N.C(CCCCCCCC)[NH+]1CC(CC1)CCC